2-[2-Methoxy-4-oxo-7-(propan-2-yl)-4H,5H-furo[2,3-d]pyridazin-5-yl]-N-(pyrimidin-2-yl)acetamide COC1=CC2=C(C(=NN(C2=O)CC(=O)NC2=NC=CC=N2)C(C)C)O1